ClC1=NC(=CC(=C1)C=1SC=C(N1)C)Cl 2-(2,6-dichloropyridin-4-yl)-4-methylthiazole